4-(hydroxymethylphosphono)-2-carbonylbutyric acid OCOP(=O)(O)CCC(C(=O)O)=C=O